C(C)(=O)C=1C=CC=C2C(=CN(C(C12)=O)C1=CC=CC=C1)Cl 8-acetyl-4-chloro-1-oxo-2-phenyl-1,2-dihydroisoquinolin